2-[(6R)-6-fluoro-6,7-dihydro-5H-pyrrolo[1,2-c]imidazol-1-yl]acetate F[C@@H]1CC=2N(C=NC2CC(=O)[O-])C1